(3-(5-bromo-4-cyano-6-methylpyrimidin-2-yl)-3-azabicyclo[3.1.0]hex-6-yl)carbamic acid tert-butyl ester C(C)(C)(C)OC(NC1C2CN(CC12)C1=NC(=C(C(=N1)C#N)Br)C)=O